[Si](C)(C)(C(C)(C)C)OCC(CO)COC 3-((tert-butyldimethylsilyl)oxy)-2-(methoxymethyl)propan-1-ol